2-bromo-1-[4-(trifluoromethyl)phenyl]ethan-1-one BrCC(=O)C1=CC=C(C=C1)C(F)(F)F